2-(tetrahydropyran-2-yl)-ethyl butyrate C(CCC)(=O)OCCC1OCCCC1